androsta-4,16-dien-3β-ol C[C@@]12C=CC[C@H]1[C@@H]1CCC3=C[C@H](CC[C@]3(C)[C@H]1CC2)O